C(C1=CC=CC=C1)OCCC1CC2(C1)CCNCC2 2-(2-benzyloxyethyl)-7-azaspiro[3.5]nonane